para-acetaminobenzoic acid N(C(=O)C)C1=CC=C(C(=O)O)C=C1